3-amino-5-chloro-4-(cyclopropylamino)benzoic acid methyl ester COC(C1=CC(=C(C(=C1)Cl)NC1CC1)N)=O